(E)-4-(5-hydroxy-3-methoxy-2-(3-methylbut-2-en-1-yl)styryl)-2-methoxy-6-methylphenol OC=1C=C(C(=C(/C=C/C2=CC(=C(C(=C2)C)O)OC)C1)CC=C(C)C)OC